3-(3-Chloro-4-fluorophenyl)-1-((R)-2-hydroxypropyl)-1-(1-(1-oxo-1,2-dihydroisoquinolin-4-yl)ethyl)urea ClC=1C=C(C=CC1F)NC(N(C(C)C1=CNC(C2=CC=CC=C12)=O)C[C@@H](C)O)=O